3-bromo-2-methyl-1H-pyrrolo[2,3-b]pyridine BrC1=C(NC2=NC=CC=C21)C